CN1N=C(C=C1)NC1CCOCC1 1-methyl-N-tetrahydropyran-4-yl-pyrazol-3-amine